2-(((1R)-1-(2-cyano-3-(2-hydroxy-8-azaspiro[4.5]decan-8-yl)-7-methylquinoxalin-5-yl)ethyl)amino)benzoic acid C(#N)C1=NC2=CC(=CC(=C2N=C1N1CCC2(CCC(C2)O)CC1)[C@@H](C)NC1=C(C(=O)O)C=CC=C1)C